N,N-dimethyl-N'-(3-chloro-4-methylphenyl)thiourea CN(C(=S)NC1=CC(=C(C=C1)C)Cl)C